B(O)(O)O.CC1=NNC=C1 3-methyl-pyrazole borate